C(C)(C)(C)N1N=CC(=C1F)NC(C1=C(C=C(C(=C1)C1=CC=2N(C(=C1)N1CCOCC1)C=NC2)C)F)=O N-(1-(Tert-butyl)-5-fluoro-1H-pyrazol-4-yl)-2-fluoro-4-methyl-5-(5-morpholinoimidazo[1,5-a]pyridin-7-yl)benzamide